C(C)(C)(C)OC(=O)N1CC(C1)(C1=C(C=CC=C1)C(C)C)C(NC=1C(=NC(=CC1)OC)OC)=O 3-((2,6-dimethoxypyridin-3-yl)carbamoyl)-3-(2-isopropylphenyl)azetidine-1-carboxylic acid tert-butyl ester